P(=O)(OCC(COC(C=C)(C)C)COC(C=C)(C)C)(F)F (3-(1,1-dimethylallyloxy)-2-((1,1-dimethylallyloxy) methyl) propyl) difluorophosphate